OCC#CC=1C=C2[C@H](C3(CCNCC3)CC2=CC1)N[S@](=O)C(C)(C)C (R)-N-((S)-5-(3-hydroxyprop-1-yn-1-yl)-1,3-dihydro-spiro[indene-2,4'-piperidin]-3-yl)-2-methylpropan-2-sulfinamide